2,5-diaminopyrrole NC=1NC(=CC1)N